C(CCCCCCCCCCC)(=O)N[C@@H](C)C(=O)O N-lauroyl-alanine